C(C)(C)(C)[S@@](=O)N[C@@]1(C2=CC=CC=C2CC12CCN(CC2)C(=O)OC(C)(C)C)C tert-Butyl (S)-1-(((R)-tert-butylsulfinyl)amino)-1-methyl-1,3-dihydrospiro[indene-2,4'-piperidine]-1'-carboxylate